CO[C@H]1CC[C@H](CC1)NC1=NN2C(C=N1)=C(C=C2)C=2C=C1N=CC=NC1=CC2 N-(cis-4-methoxycyclohexyl)-5-(quinoxalin-6-yl)pyrrolo[2,1-f][1,2,4]triazin-2-amine